(R)-N-((1R,2R)-1-(3-chloro-4-((tetrahydro-2H-pyran-4-yl)oxy)phenyl)-1-hydroxy-3-(pyrrolidin-1-yl)propan-2-yl)-1-(4-chlorophenyl)pyrrolidine-3-carboxamide ClC=1C=C(C=CC1OC1CCOCC1)[C@H]([C@@H](CN1CCCC1)NC(=O)[C@H]1CN(CC1)C1=CC=C(C=C1)Cl)O